3-Tert-butyl-1,2,4-oxadiazole-5-carboxylic acid C(C)(C)(C)C1=NOC(=N1)C(=O)O